4-(5-(3-((2-(3-carboxypropionyl)-5-methoxythieno[2,3-b]pyridin-6-yl)oxy)propoxy)-6-methoxyisoindolin-2-yl)-4-oxobutanoic acid disodium salt [Na+].[Na+].C(=O)([O-])CCC(=O)C1=CC=2C(=NC(=C(C2)OC)OCCCOC=2C=C3CN(CC3=CC2OC)C(CCC(=O)[O-])=O)S1